COC=1C=2N(N=C(C1)C=1C=C3C(=NC1)CC(S3)(C(=O)O)C3CCNCC3)C=C(N2)C 6-(8-Methoxy-2-methyl-imidazo[1,2-b]pyridazin-6-yl)-2-(4-piperidyl)thieno[3,2-b]pyridineformic acid